2-(2-(2-bromoethoxy)ethoxy)ethanol BrCCOCCOCCO